C(#N)C1=C(C=C(C=C1)NC(=O)N1C2CC(CC1C2)C)C=2C=NC=C(C2)F cis-N-(4-cyano-3-(5-fluoropyridin-3-yl)phenyl)-3-methyl-6-azabicyclo[3.1.1]heptane-6-carboxamide